7-fluoro-3,4-dihydro-2H-1-benzopyran-4-one FC1=CC2=C(C(CCO2)=O)C=C1